3,6-anhydro-L-galactose O=C[C@@H](O)[C@H]1[C@H](O)[C@@H](O)CO1